C=12C(=CC=C3C=CC=CC13)S(=O)(=O)OCOS2(=O)=O.[Na] sodium methylene naphthalenedisulfonate